ethyl 1-[4-(acetyloxy)butyl]-4-(3-{[1-methyl-4-(1-methylimidazole-2-amido) pyrrol-2-yl]formamido}propanamido)imidazole-2-carboxylate C(C)(=O)OCCCCN1C(=NC(=C1)NC(CCNC(=O)C=1N(C=C(C1)NC(=O)C=1N(C=CN1)C)C)=O)C(=O)OCC